(+)-6-(2,2-difluoroethyl)-8-[(1R,2R)-2-hydroxy-2-methylcyclopentyl]-2-{[1-(methylsulfonyl)piperidin-4-yl]amino}pyrido[2,3-d]pyrimidin-7(8H)-one FC(CC1=CC2=C(N=C(N=C2)NC2CCN(CC2)S(=O)(=O)C)N(C1=O)[C@H]1[C@](CCC1)(C)O)F